(5'S,7a'R)-5'-(1-methyl-1H-pyrazol-3-yl)-3-[3-(1-methyl-1H-pyrazol-5-yl)phenoxy]tetrahydro-3'H-spiro[cyclobutane-1,2'-pyrrolo[2,1-b][1,3]oxazol]-3'-one CN1N=C(C=C1)[C@@H]1CC[C@H]2OC3(C(N21)=O)CC(C3)OC3=CC(=CC=C3)C3=CC=NN3C